(S)-N-((R)-(4-cyanothiophen-2-yl)(cyclopentyl)methyl)-2-methylpropan-2-sulfinamide C(#N)C=1C=C(SC1)[C@H](N[S@@](=O)C(C)(C)C)C1CCCC1